The molecule is the O-acetyl derivative of L-homoserine. It has a role as a Saccharomyces cerevisiae metabolite. It is an O-acetylhomoserine and an acetyl-amino acid. It derives from a L-homoserine. It is an enantiomer of an O-acetyl-D-homoserine. It is a tautomer of an O-acetyl-L-homoserine zwitterion. CC(=O)OCC[C@@H](C(=O)O)N